(1S)-1-(1H-1,2,4-triazol-5-yl)-3-(4,4,4-trifluorobutylsulfonimidoyl)propan-1-amine N1N=CN=C1[C@H](CCS(=O)(=N)CCCC(F)(F)F)N